C(C)(C)(C)OC(=O)N[C@H](C(=O)O)C=C (S)-2-((tert-butoxycarbonyl)amino)but-3-enoic acid